4-Nitrophenyl (S)-2-(3-phenethyl-1,2,4-oxadiazol-5-yl)piperidine-1-carboxylate C(CC1=CC=CC=C1)C1=NOC(=N1)[C@H]1N(CCCC1)C(=O)OC1=CC=C(C=C1)[N+](=O)[O-]